C1(=CC=CC=C1)C1=C(C(=NN=N1)C1=C(C=CC=C1)C=1C(=CC=CC1)C1=CC=CC=C1)C1=C(C=CC=C1)C1=CC=CC=C1 [phenyl(biphenylyl)triazinyl]terphenyl